2-methylbenzo[d]oxazole CC=1OC2=C(N1)C=CC=C2